CCCCCC(CCCC(CCCCC)O)O pentadecane-6,10-diol